FC([C@](N)(CCCN)C(=O)O)F DL-α-Difluoromethyl-ornithine